3-(9-benzyl-1,3-dimethyl-2,6-dioxopurin-8-yl)sulfanylpropanoic acid C(C1=CC=CC=C1)N1C=2N(C(N(C(C2N=C1SCCC(=O)O)=O)C)=O)C